C(CCC#CC)C1(OC=2C=C(C=C(C2C=C1)O)CCCCC)C 2-Hex-4-ynyl-2-methyl-7-pentylchromen-5-ol